COCC(C)NC1CCC(CC1)OC=1N=C(SC1C(=O)[O-])C 4-((4-((1-methoxypropan-2-yl) amino) cyclohexyl) oxy)-2-methylthiazole-5-carboxylate